1-(4-{4-[2-(3-fluoroazetidin-1-yl)acetamido]-1H-1,2,3-triazol-1-yl}butyl)-N-[(6-methylpyridin-3-yl)methyl]-1H-1,2,3-triazole-4-carboxamide FC1CN(C1)CC(=O)NC=1N=NN(C1)CCCCN1N=NC(=C1)C(=O)NCC=1C=NC(=CC1)C